FC1=CC(=C(C=C1)NC=1C2=C(N=CN1)C=CC(=N2)N2CCNCC2)OC2CCOCC2 N-(4-fluoro-2-((tetrahydro-2H-pyran-4-yl)oxy)phenyl)-6-(piperazin-1-yl)pyrido[3,2-d]pyrimidin-4-amine